COC1=NC(=CC(=N1)NC(C1=C(C=C(C=C1)C(F)(F)F)NC1=C(C=C(C=C1)F)C)=O)OC N-(2,6-Dimethoxypyrimidin-4-yl)-2-((4-fluoro-2-methylphenyl)amino)-4-(trifluoromethyl)benzamide